N[C@@H](CC(=O)[O-])C(=O)OC(CCCCCCCCCCCCCCC)=O Palmitoyl Aspartate